4-methyl-5-bromo-2-pyridone CC1=CC(NC=C1Br)=O